NC(C[C@@H](C#C)NC(=O)[C@H]1N(CC2=CC=CC=C12)C(=O)C1(CC1)C1=CC=C(C=C1)OC(F)(F)F)=O (1S)-N-[(1S)-1-(2-Amino-2-oxo-ethyl)prop-2-ynyl]-2-[1-[4-(trifluoromethoxy)phenyl]cyclopropanecarbonyl]isoindoline-1-carboxamide